CN1C[C@H]([C@@H](CC1)NC(=O)C1(CC1)CC1=CC=C(C=C1)C)C N-(trans-1,3-dimethylpiperidin-4-yl)-1-(4-methylbenzyl)cyclopropane-1-carboxamide